3,3-Difluoro-N-(3-(imidazo[4,5-d]pyrrolo[2,3-b]pyridin-1(6H)-yl)bicyclo[1.1.1]pentane-1-yl)azetidine-1-carboxamide FC1(CN(C1)C(=O)NC12CC(C1)(C2)N2C=NC=1C2=C2C(=NC1)NC=C2)F